5-((4-((4-(Benzyloxy)-1H-1,2,3-triazol-1-yl)methyl)-6-fluoro-1-(phenylsulfonyl)-1H-indol-5-yl)oxy)-2-fluorobenzonitrile C(C1=CC=CC=C1)OC=1N=NN(C1)CC1=C2C=CN(C2=CC(=C1OC=1C=CC(=C(C#N)C1)F)F)S(=O)(=O)C1=CC=CC=C1